phenyl-silicon fluoride C1(=CC=CC=C1)[Si](F)(F)F